C(C)N(C)[Sn] (ethylmethylamino)tin